Cl.N[C@H](C)C=1C=C(C=CC1)C(CO)(F)F |r| (R/S)-2-(3-(1-aminoethyl)phenyl)-2,2-difluoroethane-1-ol hydrochloride